CN([C@@H](CS[C@@H]1[C@](O)([C@@](O)([C@](O[C@H]2[C@](O)([C@@](O)([C@@H](O)[C@H](O2)C(O)OC(C)=O)OC(C)=O)OC(C)=O)([C@H](O1)C(O)OC(C)=O)OC(C)=O)OC(C)=O)OC(C)=O)C(=O)O)C(C1=CC=CC=C1)=O Methyl-N-benzoyl-S-(2',3',6',2,3,4,6-heptaacetoxy-α-D-Lactosyl)-L-cysteine